4-[5-(4-chlorophenyl)-1,3,4-oxadiazol-2-yl]piperazin ClC1=CC=C(C=C1)C1=NN=C(O1)N1CCNCC1